ClCC(=O)NC=1C(=C(NC1C)\C=C\1/C(NC2=CC=C(C=C12)C(=O)NC1(COC1)C1=CC=CC=C1)=O)C (Z)-3-((4-(2-chloroacetamido)-3,5-dimethyl-1H-pyrrol-2-yl)methylene)-2-oxo-N-(3-phenyloxetan-3-yl)indoline-5-carboxamide